[N+](=O)([O-])C1=CC=C(C=C1)[C@@H]1C2=C(NC(C1)=O)N(N=C2C)C2=CC=CC=C2 (R)-(4-Nitrophenyl)-3-methyl-monophenyl-1,4,5,7-tetrahydro-6H-pyrazolo[3,4-b]pyridin-6-one